2-(4-acetylmorpholin-2-yl)-1-(6,7-dichloro-10-(1H-pyrazol-4-yl)-3,4-dihydropyrazino[1,2-a]indol-2(1H)-yl)ethan-1-one C(C)(=O)N1CC(OCC1)CC(=O)N1CC=2N(C=3C(=C(C=CC3C2C=2C=NNC2)Cl)Cl)CC1